5-((7-(5-chloro-1-((4-fluoropiperidin-4-yl)methyl)-1H-indol-7-yl)thieno[3,2-b]pyridin-2-yl)methyl)-4H-thieno[3,4-c]pyrrole-4,6(5H)-dione trifluoroacetate FC(C(=O)O)(F)F.ClC=1C=C2C=CN(C2=C(C1)C1=C2C(=NC=C1)C=C(S2)CN2C(C=1C(C2=O)=CSC1)=O)CC1(CCNCC1)F